2-(3-fluoro-4-hydroxy-5-(1H-benzimidazol-5-yl)phenyl)acetonitrile FC=1C=C(C=C(C1O)C1=CC2=C(NC=N2)C=C1)CC#N